C(=O)(O)C1=CC=C(C=C1)C=CC(=O)C1=CC=C(C=C1)C(C=CC1=CC=C(C(=O)O)C=C1)=O 4-[3-[4-[3-(4-Carboxyphenyl)prop-2-enoyl]phenyl]-3-oxoprop-1-enyl]benzoic acid